4,4-diethyl-2-isopropenyl-2-oxazoline C(C)C1(N=C(OC1)C(=C)C)CC